C(C)(=O)OOC1=C(C(=CC=C1)C(C)(C)C1=CC=CC=C1)C(C)(C)C1=CC=CC=C1 Dicumylphenyloxy acetate